O1C(=CC2=C1C=CC=C2)C=2C1=C(N=CN2)N(C2=C1C=CN=C2)[C@H]2[C@H](O)[C@H](O)[C@H](O2)CO 4-(benzofuran-2-yl)-9-(β-D-ribofuranosyl)-9H-pyrido[4',3':4,5]pyrrolo[2,3-d]pyrimidine